1-chloro-2-octyne ClCC#CCCCCC